NC1=NC=CC=C1C1=NC2=C(N1C1=CC=C(C=C1)CCl)C=CC(=C2)C#N 2-(2-Aminopyridin-3-yl)-1-(4-(chloromethyl)phenyl)-1H-benzo[d]imidazole-5-carbonitrile